O=C1N(C(C2=CC=CC=C12)=O)CCC=1C(=CC(=NC1)OC)C(=O)OC methyl 5-[2-(1,3-dioxoisoindolin-2-yl) ethyl]-2-methoxy-pyridine-4-carboxylate